magnesium disuccinate hydrate O.C(CCC(=O)[O-])(=O)[O-].C(CCC(=O)[O-])(=O)[O-].[Mg+2].[Mg+2]